1-(4-fluorobenzyl)-4-hydroxy-2-oxo-N-(spiro[3.4]octan-2-yl)-1,2-dihydro-1,8-naphthyridine-3-carboxamide FC1=CC=C(CN2C(C(=C(C3=CC=CN=C23)O)C(=O)NC2CC3(C2)CCCC3)=O)C=C1